(S)-7-(bromomethyl)-2-(6-methoxychroman-4-yl)-5-(1-methyl-3-(trifluoromethyl)-1H-pyrazol-4-yl)-3,4-dihydroisoquinolin BrCC1=CC(=C2CCN(CC2=C1)[C@H]1CCOC2=CC=C(C=C12)OC)C=1C(=NN(C1)C)C(F)(F)F